ClC1=CC=C(C=C1)C1=C(C=CC=C1)CN1CC2C(C1)CN(C2)CC=2C=C1CN(C(C1=CC2)=O)C2C(NC(CC2)=O)=O 3-(5-((5-((4'-chloro-[1,1'-biphenyl]-2-yl)methyl)hexahydropyrrolo[3,4-c]pyrrol-2(1H)-yl)methyl)-1-oxoisoindolin-2-yl)piperidine-2,6-dione